FC(C1=CC=C(C(=O)N2CC=3N(C4=CC=CC=C4C3CC2)CC2=CC=C(C(=O)NO)C=C2)C=C1)(F)F 4-[2-(4-trifluoromethylbenzoyl)-2,3,4,9-tetrahydro-1H-β-carbolin-9-ylmethyl]-N-hydroxybenzoamide